C(C)NC(=O)N1C[C@@H]2CN([C@H](C1)C(C2)(C)C)C2=CC=C(C=C2)OCCOC (1s,5s)-N-ethyl-6-(4-(2-methoxyethoxy)phenyl)-9,9-dimethyl-3,6-diazabicyclo[3.2.2]nonane-3-carboxamide